(S)-1-(4-(difluoromethyl)-5-fluoropyrimidin-2-yl)-7'-(3,5-difluorophenyl)dihydro-1'H,3'H,5'H-spiro[piperidine-4,2'-pyrazolo[1,2-a]pyrazol]-1'-one FC(C1=NC(=NC=C1F)N1CCC2(CN3N([C@@H](CC3)C3=CC(=CC(=C3)F)F)C2=O)CC1)F